1,4-bis(3-methylpyridin-4-yl)-1,4-diazepane CC=1C=NC=CC1N1CCN(CCC1)C1=C(C=NC=C1)C